OC=1C(=C(C(=C(O)C1)CC)O)C(C)(C)C1=CC=C(C=C1)O bishydroxy-ethyl-bisphenol A